Dicyclohexylpropan C1(CCCCC1)C(C)(C)C1CCCCC1